ClC1=NC=CC=C1C(=O)O 2-chloro-3-pyridinemethanoic acid